C(C)(=O)NCCC(=O)[O-] 3-acetamidopropanoate